The molecule is a hydrochloride salt prepared from anileridine and 2 equivalents of hydrogen chloride. It has a role as an opioid analgesic. It contains an anileridine(2+). CCOC(=O)C1(CCN(CC1)CCC2=CC=C(C=C2)N)C3=CC=CC=C3.Cl.Cl